BrC=1C=C(N(N1)C1=CC=C(C=C1)C(F)(F)F)C(C)(C)O 2-[5-bromo-2-[4-(trifluoromethyl)phenyl]pyrazol-3-yl]propan-2-ol